C(C(=C)C)(=O)NCCC[Si](OCCC)(OCCC)OCCC γ-methacrylamidopropyltri-n-propoxysilane